OC1=C(C=CC(=C1)O)C(=O)C1=C(C(=C(C(=C1CC=C(C)C)O)O)O)CC=C(C)C (2,4-dihydroxyphenyl)(2,6-di(3-methyl-2-butenyl)-3,4,5-trihydroxy phenyl) ketone